C(C1=CC=CC=C1)N1N=C(N=C1)C(=O)NC1C(N(C=2N(CC1)N=C(C2)C2=NN(C=C2)CC)C)=O 1-Benzyl-N-[2-(1-ethylpyrazol-3-yl)-4-methyl-5-oxo-7,8-dihydro-6H-pyrazolo[1,5-a][1,3]diazepin-6-yl]-1,2,4-triazol-3-carboxamid